(4-[[(1S)-1-(4-chlorophenyl)-2-(pyrrolidin-1-yl)ethyl]carbamoyl]-1,2,3-thiadiazol-5-yl)-5-(trifluoromethyl)pyridine-3-carboxamide ClC1=CC=C(C=C1)[C@@H](CN1CCCC1)NC(=O)C=1N=NSC1C1=NC=C(C=C1C(=O)N)C(F)(F)F